benzyl 4-methyl-1-(pyridin-3-yl)-5-(2-(trifluoromethyl) phenyl)-1H-pyrrole-3-carboxylate CC=1C(=CN(C1C1=C(C=CC=C1)C(F)(F)F)C=1C=NC=CC1)C(=O)OCC1=CC=CC=C1